NC(C(=O)O)(C)C 2-Aminoisobutyric acid